C1(=CC=CC=C1)NC(=N)NC1=CC=CC=C1 N,N'-diphenyl-guanidine